O[C@H](C[C@H](C1=CC=C(C=C1)C)NC(=O)C=1C(NC(=CC1)C(F)(F)F)=O)CC N-((1R,3S)-3-hydroxy-1-(p-tolyl)pentyl)-2-oxo-6-(trifluoromethyl)-1,2-dihydropyridine-3-carboxamide